FC(C(=O)O)(F)F.NC=1C(=C(C(=C(C(=O)O)C1N1P=NP(N(P1N)N)OC1=CC=CC=C1)N)N)N hexaaminophenoxycyclotriphosphazenebenzoic acid, trifluoroacetic acid salt